N/C(/NCCC[C@@H](NC([C@H](C1=CC=CC=C1)N1CC2=CC=CC(=C2C1)NCCCNC(OC(C)(C)C)=O)=O)C(NCC1=C(C=C(C=C1F)O)F)=O)=N/C(NCCNC(CC)=O)=O tert-Butyl (3-((2-((1S,4R,Z)-9-amino-4-((2,6-difluoro-4-hydroxybenzyl)carbamoyl)-2,11,16-trioxo-1-phenyl-3,8,10,12,15-pentaazaoctadec-9-en-1-yl)isoindolin-4-yl)amino)propyl)carbamate